2-(quinoline-6-ylmethyl)hexahydro-2H-pyrazino[1,2-a]pyrazine-6,9-dione N1=CC=CC2=CC(=CC=C12)CN1CC2N(CC1)C(CNC2=O)=O